C(C1=CC=CC=C1)(=O)OCC(C(C(CO)O)O)O 2,3,4,5-tetrahydroxypentyl benzoate